methyl 4-amino-3-bromo-1-(4-cyanophenyl)-1H-pyrazole-5-carboxylate NC=1C(=NN(C1C(=O)OC)C1=CC=C(C=C1)C#N)Br